N[C@@H](C(=O)O)CNC(=O)C1=CC2=NC=C(C(=C2S1)C)F (R)-2-amino-3-(6-fluoro-7-methylthieno[3,2-b]pyridine-2-carboxamido)propanoic acid